C(C)(C)(C)OC(=O)C1(NCCN(C1)C(=O)OC(C)(C)C)C(=O)O 2-(t-butoxycarbonyl)-4-(tert-butoxycarbonyl)piperazine-2-carboxylic acid